6-(4-((3-(furan-3-yl)benzyl)oxy)-6-methoxybenzofuran-2-yl)-2-methoxyimidazo[2,1-b]thiazole O1C=C(C=C1)C=1C=C(COC2=CC(=CC3=C2C=C(O3)C=3N=C2SC(=CN2C3)OC)OC)C=CC1